((2S,4R,5R)-4-acetoxy-5-(2-amino-8-oxo-7-(4-(trifluoromethyl)benzyl)-7,8-dihydro-9H-purin-9-yl) tetrahydrofuran-2-yl)methyl acetate C(C)(=O)OC[C@H]1O[C@H]([C@@H](C1)OC(C)=O)N1C2=NC(=NC=C2N(C1=O)CC1=CC=C(C=C1)C(F)(F)F)N